1-[5-(5-chloro-2-methoxypyridin-4-yl)-1H-pyrazole-3-carbonyl]-N-[(1,3-dioxan-2-yl)methyl]piperidine-4-carboxamide ClC=1C(=CC(=NC1)OC)C1=CC(=NN1)C(=O)N1CCC(CC1)C(=O)NCC1OCCCO1